OC1=CC(=CC=2N(C(=NC21)C)S(=O)(=O)C)C(=O)N(C)C hydroxy-N,N,2-trimethyl-1-(methylsulfonyl)-1H-benzimidazole-6-carboxamide